ClC=1C(=C(C=CC1)NS(=O)(=O)C1=CC=C(C=C1)S(=O)(=O)N(C)C)N1CCCCC1 N'-[3-Chloro-2-(1-piperidinyl)phenyl]-N,N-dimethyl-1,4-benzenedisulfonamide